8-fluoro-2-[[(1S,5R)-8-methyl-8-azabicyclo[3.2.1]octan-3-yl]methyl]-3,4-dihydro-1H-isoquinoline-6-carbohydroxamic acid FC=1C=C(C=C2CCN(CC12)CC1C[C@@H]2CC[C@H](C1)N2C)C(=O)NO